CN1CC2N(C3=CC=C(C=C13)N1C(NC(CC1)=O)=O)CCNC2 1-(6-methyl-2,3,4,4a,5,6-hexahydro-1H-pyrazino[1,2-a]quinoxaline-8-yl)dihydropyrimidine-2,4(1H,3H)-dione